C(C)(C)(C)C1=NC(=NO1)C(=O)NCC1=C(C=C(C=C1)C1=NC=NN2C1=CC(=C2)C2=NC=CC(=N2)CN2CCC(CC2)C2=CC=C(C=C2)C2C(NC(CC2)=O)=O)C 5-(tert-butyl)-N-(4-(6-(4-((4-(4-(2,6-dioxopiperidin-3-yl)phenyl)piperidin-1-yl)methyl)pyrimidin-2-yl)pyrrolo[2,1-f][1,2,4]triazin-4-yl)-2-methylbenzyl)-1,2,4-oxadiazole-3-carboxamide